BrC=1C(=C(C=CC1)C(C)C=1C2=C(NN1)CCC2)F 3-[1-(3-bromo-2-fluoro-phenyl)ethyl]-1,4,5,6-tetrahydrocyclopenta[c]pyrazole